3-aminocyclopentan-1-ol hydrochloride salt Cl.NC1CC(CC1)O